C(C=C)(=O)NC([C@@H](N)C)=O N-acrylylalaninamide